O(S(=O)(=O)C(F)(F)F)C1=CC=C2C=C(C(OC2=C1)=O)CC1=C(C(=CC=C1)[N+](=O)[O-])F 3-[(2-fluoro-3-nitrophenyl) methyl]-2-oxochromen-7-yl triflate